2-ethyl-6-fluoro-3-(((1r,4r)-4-((tetrahydro-2H-pyran-4-yl)oxy)cyclohexyl)methyl)-1H-indole C(C)C=1NC2=CC(=CC=C2C1CC1CCC(CC1)OC1CCOCC1)F